N-((1S,2S,4R)-rel-7-azabicyclo[2.2.1]heptan-2-yl)-2,4-dinitrobenzenesulfonamide [C@@H]12[C@H](C[C@@H](CC1)N2)NS(=O)(=O)C2=C(C=C(C=C2)[N+](=O)[O-])[N+](=O)[O-] |o1:0,1,3|